ClC1=C(C=CC=C1OC)N1N=C2N=CC(=CC2=C1)C=O 2-(2-chloro-3-methoxyphenyl)-2H-pyrazolo[3,4-b]pyridine-5-carbaldehyde